ClC=1C=C(C=C(C1C(C=1C=NC(=C(C1)C(C)C)OC)O)Cl)O 3,5-dichloro-4-(hydroxy(5-isopropyl-6-methoxypyridin-3-yl)methyl)phenol